C(C)(C)C=1C=C(C(=NC1)OC=1C=CC=2N(C1)C(=C(N2)C(=O)NC2(CCS(CC2)(=O)=O)C)C)OCC(F)(F)F 6-[[5-isopropyl-3-(2,2,2-trifluoroethoxy)-2-pyridyl]oxy]-3-methyl-N-(4-methyl-1,1-dioxo-thian-4-yl)imidazo[1,2-a]pyridine-2-carboxamide